Ethyl (3S)-3-(7-chloro-1,4-dimethyl-1H-benzotriazol-5-yl)-3-[7-(hydroxymethyl)-1-benzothiophene-5-yl]propanoate ClC1=CC(=C(C2=C1N(N=N2)C)C)[C@@H](CC(=O)OCC)C=2C=C(C1=C(C=CS1)C2)CO